methyl [2-fluoro-4-(4,4,5,5-tetramethyl-1,3,2-dioxaborolan-2-yl)phenyl]methylcarbamate FC1=C(C=CC(=C1)B1OC(C(O1)(C)C)(C)C)CNC(OC)=O